N-(2,2-difluoroethyl)-5-fluoro-2-(6-{4-[(2S)-5-(3-fluorophenyl)pyrrolidine-2-carbonyl]piperazin-1-yl}-3-methylimidazo[1,5-a]pyridin-8-yl)-N-(isopropyl)benzamide FC(CN(C(C1=C(C=CC(=C1)F)C=1C=2N(C=C(C1)N1CCN(CC1)C(=O)[C@H]1NC(CC1)C1=CC(=CC=C1)F)C(=NC2)C)=O)C(C)C)F